CC1=CC2=C(SC=C2B(O)O)C=C1 5-METHYLBENZO[B]THIOPHEN-3-YLBORONIC ACID